C(C)(C)(C)OC1=NC(=CC(=C1)C1=CC(=NC=C1)NC=1N=CN(C1)C)C1=C(C=CC=C1)C(F)(F)F 4-[2-tert-butoxy-6-[2-(trifluoromethyl)phenyl]-4-pyridyl]-N-(1-methylimidazol-4-yl)pyridin-2-amine